CC(=O)NC1=CC(=CC(=C1)C(F)(F)F)F N-[3-fluoro-5-(trifluoromethyl)phenyl]acetamide